C1(CC1)C=1SC(=CN1)C1=CC=C(C=O)C=C1 4-(2-cyclopropyl-1,3-thiazol-5-yl)benzaldehyde